3-[6-({4-[2-Amino-6-(m-cyanophenyl)-4-pyrimidinyl]-1H-1,2,3-triazol-1-yl}methyl)-2-pyridyl]-3-methylbutyric acid NC1=NC(=CC(=N1)C=1N=NN(C1)CC1=CC=CC(=N1)C(CC(=O)O)(C)C)C1=CC(=CC=C1)C#N